2,2-Bis(3,5-dihydroxymethyl-4-hydroxyphenyl)hexafluoropropane OCC=1C=C(C=C(C1O)CO)C(C(F)(F)F)(C(F)(F)F)C1=CC(=C(C(=C1)CO)O)CO